Tert-butyl (5-bromopyrimidin-2-yl)methylcarbamate BrC=1C=NC(=NC1)CNC(OC(C)(C)C)=O